12-[[4-[2-[2-[2-(2-azidoethoxy)ethoxy]ethoxy]ethylamino]-1-[3-[2-[2-[2-(2-azidoethoxy)ethoxy]ethoxy]ethylamino]-3-oxo-propyl]-4-oxo-butyl]amino]-12-oxo-dodecanoic acid N(=[N+]=[N-])CCOCCOCCOCCNC(CCC(CCC(=O)NCCOCCOCCOCCN=[N+]=[N-])NC(CCCCCCCCCCC(=O)O)=O)=O